5-azaspiro[2.5]octane-8-carbonitrile C1CC12CNCCC2C#N